4-(aminomethyl)-1-(5-(2-methoxy-4-(trifluoromethyl)phenyl)imidazo[2,1-b][1,3,4]thiadiazol-2-yl)piperidin-4-ol tert-butyl-4-(1,1-difluoroethyl)-2-oxo-piperidine-1-carboxylate C(C)(C)(C)C1C(N(CCC1C(C)(F)F)C(=O)OC1(CCN(CC1)C1=NN2C(S1)=NC=C2C2=C(C=C(C=C2)C(F)(F)F)OC)CN)=O